FC=1C=C2C(NN=C(C2=CC1F)[C@H](C)N(C(=O)C1=CC2=C(N=CO2)C=C1)C)=O (S)-N-(1-(6,7-difluoro-4-oxo-3,4-dihydrophthalazin-1-yl)ethyl)-N-methylbenzo[d]oxazole-6-carboxamide